C(C)(C)(CC)C1(CCC(CC1)(C)OOC1(CCC(CC1)(C(C)(C)CC)C(C)(C)CC)C)C(C)(C)CC 4,4-di-t-pentylmethylcyclohexyl peroxide